(3-hydroxypropyl)thiophene-2,5-dicarboxamide OCCCC1=C(SC(=C1)C(=O)N)C(=O)N